ClC1=NN=C2N1C1=CC=CC=C1C(=N2)N(C)C2=CC(=CC=C2)C=2C=NC(=CC2)C(F)F chloro-N-(3-(6-(difluoromethyl)pyridin-3-yl)phenyl)-N-methyl-[1,2,4]triazolo[4,3-a]quinazolin-5-amine